dipyridylcycloheptane N1=C(C=CC=C1)C1(CCCCCC1)C1=NC=CC=C1